Methyl 4-[3-(7-bromo-5-chloro-1,2-dimethylbenzimidazole-4-carbonyl)-2,4-dihydro-1,3-benzoxazin-8-yl]-5-fluoro-2-(3-oxa-8-azabicyclo[3.2.1]octan-8-yl)benzoate BrC1=CC(=C(C2=C1N(C(=N2)C)C)C(=O)N2COC1=C(C2)C=CC=C1C1=CC(=C(C(=O)OC)C=C1F)N1C2COCC1CC2)Cl